6-(2-chlorophenyl)-N-(3-methoxyphenyl)-8,9-dihydroimidazo[1',2':1,6]pyrido[2,3-d]pyrimidin-2-amine ClC1=C(C=CC=C1)C1=CC2=C(N=C(N=C2)NC2=CC(=CC=C2)OC)N2C1=NCC2